3,3'-dihydroxy-2,2'-binaphthyl OC=1C(=CC2=CC=CC=C2C1)C1=CC2=CC=CC=C2C=C1O